3-methanesulfonyl-4H,5H,6H-cyclopenta[c]thiophen CS(=O)(=O)C1=C2C(=CS1)CCC2